ClC=1C=C(C=CC1)N1C=C(C2=C1N=CN=C2O)N2CCCC2 7-(3-Chlorophenyl)-5-(pyrrolidin-1-yl)-7H-pyrrolo[2,3-d]pyrimidin-4-ol